C12(CC3CC(CC(C1)C3)C2)N2C=NC(=C2C2=NC(=NC=C2)NC(OCC2=CC=CC=C2)=O)C2=CC=C(C=C2)F Benzyl (4-(adamantan-1-yl-4-(4-fluorophenyl)-1H-imidazol-5-yl)pyrimidin-2-yl)carbamate